C(C)(C)(C)OC(=O)NC1=C(C=CC(=N1)N1N=CC=C1C(F)(F)F)F 1-(6-((tert-butoxycarbonyl)amino)-5-fluoropyridin-2-yl)-5-(trifluoromethyl)-1H-pyrazole